(5-(4-fluorophenoxy)pyridin-2-yl)-2-((s)-3-(5-(methylsulfonyl)-6-oxo-1,6-dihydropyridin-3-yl)piperidin-1-yl)propanamide FC1=CC=C(OC=2C=CC(=NC2)C(C(=O)N)(C)N2C[C@@H](CCC2)C2=CNC(C(=C2)S(=O)(=O)C)=O)C=C1